C[C@H]([C@@H](C(=O)N[C@@H](CC1=CC=C(C=C1)O)C(=O)N[C@@H](C)C(=O)N[C@@H](CC(=O)O)C(=O)N[C@@H](CC2=CC=CC=C2)C(=O)N[C@@H](CC(C)C)C(=O)N[C@@H](CCCNC(=N)N)C(=O)N[C@@H](C)C(=O)N[C@@H](CC3=CC=C(C=C3)O)C(=O)N[C@@H](CCC(=O)N)C(=O)N[C@@H](CO)C(=O)N[C@@H](CC4=CNC5=CC=CC=C54)C(=O)N[C@@H](CC(=O)N)C(=O)N[C@@H]([C@@H](C)O)C(=O)N[C@@H](CC6=CC=CC=C6)C(=O)N[C@@H](C(C)C)C(=O)N[C@@H](CC(=O)N)C(=O)N7CCC[C@H]7C(=O)N[C@@H](CC(=O)O)C(=O)N[C@@H](CCCNC(=N)N)C(=O)N8CCC[C@H]8C(=O)N[C@@H](CC(=O)N)C(=O)N[C@@H](CC(C)C)C(=O)O)N)O The molecule is a polypeptide of 23 residues, with the sequence Thr-Tyr-Ala-Asp-Phe-Leu-Arg-Ala-Tyr-Gln-Ser-Trp-Asn-Thr-Phe-Val-Asn-Pro-Asp-Arg-Pro-Asn-Leu. A peptide pheromone released by Schizosaccharomyces pombe cells of the cellular mating type Plus. It is a polypeptide, a peptide hormone and a biomacromolecule.